CC1=CC=C(C=C1)S(=O)(=O)O.CC1=CC=C(C=C1)S(=O)(=O)O.ClC1=CC(=C(COC2=NC=CC(=N2)N2N=C3C(=C2)CNC3)C=C1)F 2-(2-((4-chloro-2-fluorobenzyl)oxy)pyrimidin-4-yl)-2,4,5,6-tetrahydropyrrolo[3,4-c]pyrazole bis(4-methylbenzenesulfonate)